trans-(1r,4r)-1-(bromomethyl)-4-methoxycyclohexane BrC[C@@H]1CC[C@H](CC1)OC